calcium lactate, calcium salt [Ca+2].C(C(O)C)(=O)[O-].[Ca+2].C(C(O)C)(=O)[O-].C(C(O)C)(=O)[O-].C(C(O)C)(=O)[O-]